COC=1C=C(C=CC1C)NC(=O)N1CCC(CC1)N1C(NC2=C1C=CC=C2C)=O N-(3-methoxy-4-methylphenyl)-4-(4-methyl-2-oxo-2,3-dihydro-1H-1,3-benzodiazol-1-yl)piperidine-1-carboxamide